C(C1=CC=CC=C1)OC=1C=C(C=CC1OCC1=CC=CC=C1)C(C)O (3,4-bis(benzyloxy)phenyl)ethan-1-ol